BrC1=CC=C(C=C1)C=1N(C(=C(N1)C1=CC=CC=C1)C(C)=O)C1=CC=CC=C1 1-(2-(4-bromophenyl)-1,4-diphenyl-1H-imidazol-5-yl)ethan-1-one